N(=C=O)C1=CC=C(C=C1)SP(OC1=CC=C(C=C1)N=C=O)OC1=CC=C(C=C1)N=C=O tris-(p-isocyanatophenyl)thiophosphit